CC1=CC=C(C=C1)S(=O)(=O)O[C@H](C(=O)N)C1=CC=C(C=C1)Cl (S)-2-amino-1-(4-chlorophenyl)-2-oxoethyl 4-methylbenzenesulfonate